FC1=C(C=CC(=C1)F)[C@H]1N(CC[C@H](C1)NC)C(=O)N1CC2(CCCC2)[C@@H](CC1)CN1C=NC(=CC1=O)C1=CC=CC=C1 3-(((R)-7-((2S,4R)-2-(2,4-difluorophenyl)-4-(methylamino)piperidine-1-carbonyl)-7-azaspiro[4.5]dec-10-yl)methyl)-6-phenylpyrimidin-4(3H)-one